5-(3,4-dichlorophenyl)-1-methyl-3-pyrazolecarboxylic acid ClC=1C=C(C=CC1Cl)C1=CC(=NN1C)C(=O)O